bromo-5',6'-dimethyl-spiro[cyclohexane-1,1'-indene]-4-one BrC=1C2(C3=CC(=C(C=C3C1)C)C)CCC(CC2)=O